(2S,4R)-1-[(2S)-2-(4-cyclopropyltriazol-1-yl)-3,3-dimethyl-butanoyl]-4-hydroxy-N-[2-[[3-(trifluoromethyl)-2-pyridyl]amino]ethyl]pyrrolidine-2-carboxamide C1(CC1)C=1N=NN(C1)[C@H](C(=O)N1[C@@H](C[C@H](C1)O)C(=O)NCCNC1=NC=CC=C1C(F)(F)F)C(C)(C)C